O1CCCCCCCC\C=C\CCCCCC1 (E)-oxacycloheptadec-10-en